COC(CC=1C=C2N=C(C=NC2=CC1)OC)=O 2-(3-Methoxyquinoxalin-6-yl)acetic acid methyl ester